C(C)S(=O)(=O)N[C@@H]1[C@@H](N(C[C@@H]1F)C(=O)OCC1=CC=CC=C1)CC=1C(=C(C=CC1)C1=C(C(=CC=C1)F)F)F benzyl (2S,3R,4S)-3-[(ethanesulfonyl)amino]-4-fluoro-2-[(2,2',3'-trifluoro[1,1'-biphenyl]-3-yl)methyl]pyrrolidine-1-carboxylate